1-(butoxy)-5-methylisoquinoline C(CCC)OC1=NC=CC2=C(C=CC=C12)C